[Si](C1=CC=CC=C1)(C1=CC=CC=C1)(C(C)(C)C)OCC[C@H]1NCC2=C1C(=NC(=C2)C(=O)OCC)C2=CC=CC=C2 Ethyl (R)-3-(2-((tert-butyldiphenylsilyl)oxy)ethyl)-4-phenyl-2,3-dihydro-1H-pyrrolo[3,4-c]pyridine-6-carboxylate